COC=1C(N(C=CC1)CCC)=O 3-(3-methoxy-pyridin-2-one-1-yl)-propane